methyl (4,6-diamino-2-(7-fluoro-1-(pyridin-3-ylmethyl)-1H-indazol-3-yl)pyrimidin-5-yl)carbamate NC1=NC(=NC(=C1NC(OC)=O)N)C1=NN(C2=C(C=CC=C12)F)CC=1C=NC=CC1